CC1=C(SC2=C1N=NC=C2NCC=2SC=CC2)C(=C)C 7-methyl-6-(prop-1-en-2-yl)-N-[(thiophen-2-yl)methyl]thieno[3,2-c]pyridazin-4-amine